FC1=CC(=C(C=C1)C=1C(=NC(=NC1C)C=1C=CC(N(C1)C)=O)OC)OC(C)C 5-[5-(4-fluoro-2-isopropoxy-phenyl)-4-methoxy-6-methyl-pyrimidin-2-yl]-1-methyl-pyridin-2-one